BrC1=CSC=C1C(OC)OC 3-bromo-4-(dimethoxymethyl)thiophene